The molecule is the anion resulting from the addition of a proton to the amino group and the removal of the two acidic protons from the phosphate group of sphinganine 1-phosphate. It has a role as a human metabolite and a Saccharomyces cerevisiae metabolite. It is a conjugate base of a sphinganine 1-phosphate. CCCCCCCCCCCCCCC[C@H]([C@H](COP(=O)([O-])[O-])[NH3+])O